4-(2-methyl-2H-indazol-6-yl)piperazine-1-carboxylic acid tert-butyl ester C(C)(C)(C)OC(=O)N1CCN(CC1)C=1C=CC2=CN(N=C2C1)C